5-[7-chloro-3-(1H-imidazol-5-yl)imidazo[1,2-a]pyrimidin-2-yl]-3-(trifluoromethyl)-1H-1,2,4-triazole, trifluoroacetic acid salt FC(C(=O)O)(F)F.ClC1=NC=2N(C=C1)C(=C(N2)C2=NC(=NN2)C(F)(F)F)C2=CN=CN2